5-hydroxy-2-((1-(7-methyl-4-oxo-2-(piperidin-1-yl)-4H-pyrido[1,2-a]pyrimidin-9-yl)ethyl)amino)benzoic acid OC=1C=CC(=C(C(=O)O)C1)NC(C)C1=CC(=CN2C1=NC(=CC2=O)N2CCCCC2)C